2,6-Difluoro-4-hydroxy-2',6'-difluoro-4'-butoxyazobenzene FC1=C(C(=CC(=C1)O)F)N=NC1=C(C=C(C=C1F)OCCCC)F